CN1C(=NN=C1)CC1(COC1)C1=CC=C2CN(C(C2=C1)=O)C1=CC(=NC(=C1)C(F)(F)F)CN1C[C@H](CCC1)C (S)-6-(3-((4-Methyl-4H-1,2,4-triazol-3-yl)methyl)oxetan-3-yl)-2-(2-((3-methyl-piperidin-1-yl)methyl)-6-(trifluoromethyl)pyridin-4-yl)isoindolin-1-one